CN1N=NC=C1C(F)(F)F 1-methyl-5-(trifluoromethyl)-1H-1,2,3-triazole